N-{2-fluoro-3-[6-oxo-4-(trifluoromethyl)-1,6-dihydropyrimidin-2-yl]-4-(trifluoromethyl)benzyl}-2-[4-(trifluoromethyl)phenyl]acetamide FC1=C(CNC(CC2=CC=C(C=C2)C(F)(F)F)=O)C=CC(=C1C=1NC(C=C(N1)C(F)(F)F)=O)C(F)(F)F